C(CCC)[P+](CCOC)(CCCC)CCCC tributyl-(2-methoxyethyl)-phosphonium